C(#N)C=1C=CC(=NC1)CN1N=C2C3=C(CCC2=C1)OC(=C3C)C(=O)NC[C@H]3OCCC3 2-[(5-Cyanopyridin-2-yl)methyl]-8-methyl-N-{[(2S)-oxolan-2-yl]methyl}-4,5-dihydro-2H-furo[2,3-g]indazol-7-carboxamid